C(C)(=O)C1=NN(C2=CC=C(C=C12)C1=CN=C2N1CCCC2)CC(=O)OC(C)(C)C tert-Butyl 2-(3-acetyl-5-(5,6,7,8-tetrahydroimidazo[1,2-a]pyridin-3-yl)-1H-indazol-1-yl)acetate